2-methyl-6-(trifluoromethyl)-2H-indazol-5-amine CN1N=C2C=C(C(=CC2=C1)N)C(F)(F)F